terephthaloyl-dimethanol C(C1=CC=C(C(=O)CO)C=C1)(=O)CO